4-(trifluoromethylsulfonimidoyl)benzoic acid FC(S(=O)(=N)C1=CC=C(C(=O)O)C=C1)(F)F